N[C@@H](COC1=CC(=NC(=C1C(=O)OCC1=CC=CC=C1)OC)C)CC1=CC=CC=C1 benzyl (R)-4-(2-Amino-3-phenylpropoxy)-2-methoxy-6-methylnicotinate